(E)-4-chloro-N-(4-((3-chloro-4-methoxyphenyl)amino)-3-cyano-7-ethoxy-2-ethylquinolin-6-yl)but-2-enamide ClC/C=C/C(=O)NC=1C=C2C(=C(C(=NC2=CC1OCC)CC)C#N)NC1=CC(=C(C=C1)OC)Cl